Cl.Cl.C(C)C=1C=2N(C=C(C1)C=1C=CC(=C(C1)O)C1=CN=C(N=N1)N1C[C@@H](NCC1)C(C)C)C=C(N2)C 5-(8-ethyl-2-methylimidazo[1,2-a]pyridin-6-yl)-2-{3-[(3S)-3-(propan-2-yl)piperazin-1-yl]-1,2,4-triazin-6-yl}phenol dihydrochloride